CN1N=CC(=C1)C1=C2CNC(C2=CC=C1)=O 4-(1-methyl-1H-pyrazol-4-yl)isoindolin-1-one